C(C)OC(=O)C1=NN(C(=C1)C(C)(C)C)C1=CC=C(C=C1)F 5-tert-butyl-1-(4-fluorophenyl)-pyrazole-3-carboxylic acid ethyl ester